OC=1C=C2CC[C@@H]([C@@H](C2=CC1)C1=CC=C(OCCCCN2CCN(CC2)C(COC2=CC=C3C(=NN(C3=C2)C)[C@@H]2C(NC(CC2)=O)=O)=O)C=C1)C1=CC=CC=C1 (R)-3-(6-(2-(4-(4-(4-((1R,2S)-6-Hydroxy-2-phenyl-1,2,3,4-tetrahydronaphthalen-1-yl)phenoxy)butyl)piperazin-1-yl)-2-oxoethoxy)-1-methyl-1H-indazol-3-yl)piperidine-2,6-dione